(5Z,9Z)-16,16-dipentyloxy-5,9-hexadecadiene C(CCCC)OC(CCCCC\C=C/CC\C=C/CCCC)OCCCCC